NC1=CC=C2C(=N1)C1(COC2=O)CC1 amino-5'h-spiro[cyclopropane-1,8'-pyrano[4,3-b]pyridin]-5'-one